1-(5-((1S,2R)-2-cyclohexyl-6-hydroxy-1,2,3,4-tetrahydronaphthalen-1-yl)pyridin-2-yl)piperidine-4-carbaldehyde C1(CCCCC1)[C@@H]1[C@@H](C2=CC=C(C=C2CC1)O)C=1C=CC(=NC1)N1CCC(CC1)C=O